(3R)-3-amino-7-(5-tert-butyl-1,3,4-oxadiazol-2-yl)-8-fluoro-5-[(4-isopropoxyphenyl)methyl]-1,1-dioxo-2,3-dihydro-1lambda6,5-benzothiazepin-4-one N[C@H]1CS(C2=C(N(C1=O)CC1=CC=C(C=C1)OC(C)C)C=C(C(=C2)F)C=2OC(=NN2)C(C)(C)C)(=O)=O